The molecule is a member of the class of 7-hydroxyisoflavones that is isoflavone substituted by hydroxy groups at positions 5, 7 and 4' and a prenyl group at position 3'. It has been isolated from Ficus mucuso. It has a role as a plant metabolite. It derives from an isoflavone. CC(=CCC1=C(C=CC(=C1)C2=COC3=CC(=CC(=C3C2=O)O)O)O)C